FC=1C=NC=C(C1)C1=CC=NN1C1OCCCC1 3-fluoro-5-(1-(tetrahydro-2H-pyran-2-yl)-1H-pyrazol-5-yl)pyridin